C1=CC(=CC=C1F)S(=O)C2=CC=C(C=C2)F 4,4'-difluorodiphenyl sulfoxide